NC1=C(N=CC(=N1)N1CCC2(CC1)[C@@H](C1=CC(=CC=C1C2)C2=NN=NN2)N)SC2=C(C(=NC=C2)N)Cl (S)-1'-(6-amino-5-((2-amino-3-chloropyridin-4-yl)thio)pyrazin-2-yl)-6-(1H-tetrazol-5-yl)-1,3-dihydrospiro[indene-2,4'-piperidin]-1-amine